C(#N)C1CC(C1)C(=O)N 3-cyanocyclobutanecarboxamide